ClC1=C(C(=O)N(CCC2CCN(CC2)C(=O)OC(C)(C)C)C)C=CC(=C1)NC=1C=2N(C=CN1)C(=CN2)C2=C(C(=C(C=C2)OCC#N)F)F tert-Butyl 4-[2-[[2-chloro-4-[[3-[4-(cyanomethoxy)-2,3-difluoro-phenyl]imidazo[1,2-a]pyrazin-8-yl]amino]benzoyl]-methyl-amino]ethyl]piperidine-1-carboxylate